O[C@@H](CC)C1=CC(=C(C=N1)C=1C2=C(C3=C(N=C(S3)NC(=O)C3CC3)C1)N(C=N2)C)C (S)-N-(5-(6-(1-hydroxypropyl)-4-methylpyridin-3-yl)-8-methyl-8H-imidazo[4',5':3,4]benzo[1,2-d]thiazol-2-yl)cyclopropanecarboxamide